dioxo-isoindolin O=C1NC(C2=CC=CC=C12)=O